ClC1=C(N=C(NC1=O)C1=CC=NC=C1)C1CCN(CC1)C(=O)C=1C=C(C=CC1OC)S(=O)(=O)N 3-[4-[5-chloro-6-oxo-2-(4-pyridyl)-1H-pyrimidin-4-yl]piperidine-1-carbonyl]-4-methoxy-benzenesulfonamide